C(C)C1(NC(CC(C1)OCCOC1OCCCC1)(CC)CC)CC 2,2,6,6-tetraethyl-4-(2-((tetrahydro-2H-pyran-2-yl)oxy)ethoxy)piperidin